N-(m-methoxyphenyl)itaconimide COC=1C=C(C=CC1)N1C(C(=C)CC1=O)=O